(rac)-ethyl 6-fluoro-7-(5-(hydroxymethyl)-1,3-dimethyl-1H-pyrazol-4-yl)-3-(3-(naphthalen-1-yloxy)propyl)-1H-indole-2-carboxylate FC1=CC=C2C(=C(NC2=C1C=1C(=NN(C1CO)C)C)C(=O)OCC)CCCOC1=CC=CC2=CC=CC=C12